(11-(((1r,3R,5S)-adamantan-1-yl) amino)-11-oxoundecyl) carbamate C(N)(OCCCCCCCCCCC(=O)NC12CC3CC(CC(C1)C3)C2)=O